[Si](C)(C)(C(C)(C)C)N TBDMSAmmonia